FC(C=1C=C(CN2C=C(C3=C(C=CC=C23)Cl)/C=C(/C(=O)O)\C#N)C=C(C1)C(F)(F)F)(F)F.O=C(CCC=1N=C(N(C1)C1=CC=CC=C1)C1=C(C(=O)N)C=CC=C1C=1C=NNC1)N1CCCC1 (4-(3-oxo-3-(pyrrolidin-1-yl)propyl)-1-phenyl-1H-imidazol-2-yl)-3-(1H-pyrazol-4-yl)benzamide (E)-3-(1-(3,5-bis(trifluoromethyl)benzyl)-4-chloro-1H-indol-3-yl)-2-cyanoacrylate